COC1=CC=C(CN2N=CC(=C2)[C@@H]2[C@H](C2)C(=O)O)C=C1 |r| rac-(1S,2S)-2-(1-(4-methoxybenzyl)-1H-pyrazol-4-yl)cyclopropane-1-carboxylic acid